C1=C(C=CC2=CC=CC=C12)N(SC1=CC=C(C=C1)C)C1=CC=CC=C1 N-2-naphthalenyl-N-phenyl-4-methylbenzenesulfenamide